OP(O)OP(O)O.C(C)(C)(C)C1=C(C(=CC(=C1)C)C(C)(C)C)C(O)(C(CO)(CO)CO)C1=CC=CC=C1 2,6-di-tert-butyl-4-methylphenyl-phenyl-pentaerythritol diphosphite